C(C)(C)(C)N(C(O)=O)[C@@H]1[C@H](C[C@H](C1)OC(F)(F)F)O.O[C@]1(C[C@@H](CCC1)NC1=NC(=NC=C1C(=O)N)NC1CCC(CC1)OC)C 4-((1R,3R)-3-hydroxy-3-methylcyclohexylamino)-2-((1r,4R)-4-methoxycyclohexylamino)pyrimidine-5-carboxamide tert-Butyl-[(1S,2S,4S)-2-hydroxy-4-(trifluoromethoxy)cyclopentyl]carbamate